C(C)(C)(C)OC(=O)N[C@H](C(=O)OC)CC#C methyl (S)-2-((tert-butoxycarbonyl)amino)pent-4-ynoate